C(CCC)CC(C(C)C1=CC=CC=C1)C1=CC=CC=C1 butyldiphenylbutane